C(C1=CC=CC=C1)OC=1C(=CC2=C(C(OC3=CC(=C(C=C23)C)NC)(C)C)C1)C 8-(Benzyloxy)-N,2,6,6,9-pentamethyl-6H-benzo[c]chromen-3-amine